O=C1N(CC2=CC(=CC=C12)CN1CCN(CC1)C=1C2=C(N=CN1)C=CS2)C2C(NC(CC2)=O)=O 3-(1-oxo-5-((4-(thieno[3,2-d]pyrimidin-4-yl)piperazin-1-yl)methyl)isoindolin-2-yl)piperidine-2,6-dione